NC(CCCCCS)C 6-Aminoheptane-1-thiol